COC(=O)NNC(=O)C1=CC2=CN(N=C2C=C1)C=1C=NC=CC1 methyl-2-[[2-(3-pyridinyl)-2H-indazol-5-yl]carbonyl]hydrazinecarboxylate